O1CCN(CC1)C1=NC(=C2C=C(C=NC2=C1)C1=NN=CN1)OC1CCC(CC1)NC1=NC=CC=N1 N-[4-[[7-Morpholino-3-(4H-1,2,4-triazol-3-yl)-1,6-naphthyridin-5-yl]oxy]cyclohexyl]pyrimidin-2-amine